C(C)OC(=O)C=1N=C(SC1N)C 5-amino-2-methyl-1,3-thiazole-4-carboxylic acid ethyl ester